C(C)(C)(C)C=1C=CC(=C(C1)NC=1C=CC(=NC1)N)[N+](=O)[O-] N5-(5-(tert-butyl)-2-nitrophenyl)pyridine-2,5-diamine